FC1=C(C(=C(C(=C1F)F)F)F)[B-](C1=C(C(=C(C(=C1F)F)F)F)F)(C1=C(C(=C(C(=C1F)F)F)F)F)C1=C(C(=C(C(=C1F)F)F)F)F.C([N+](C1=CC=CC=C1)(CCCCCCCCCCCCCCCC)CCCCCCCCCCCCCCCCCCC)[2H] N-methyl-d-nonadecyl-N-hexadecylanilinium [tetrakis(perfluorophenyl)borate]